6,7-dimethoxy-9-(4-(2,2,2-trifluoroacetyl)phenyl)naphtho[2,3]furan COC=1C(=CC2=C(C3=C(C=CO3)C=C2C1)C1=CC=C(C=C1)C(C(F)(F)F)=O)OC